1,1,1-trifluoro-2-isocyanato-ethane FC(CN=C=O)(F)F